2-(2-cyano-4,4-difluoro-1-[pyrrolidinyl]-2-oxoethyl)quinoline-4-carboxamide C(#N)C(C(N1CCC(C1)(F)F)C1=NC2=CC=CC=C2C(=C1)C(=O)N)=O